2-chloro-4-methyl-6-[3-(trifluoromethyl)phenoxy]pyrimidine ClC1=NC(=CC(=N1)C)OC1=CC(=CC=C1)C(F)(F)F